FC(CN1N=CC=2C1=NC(=CN2)N2C(CC1(CCN(C1=O)C1=NC(=CC=C1)C(F)(F)F)CC2)C)F 8-(1-(2,2-difluoroethyl)-1H-pyrazolo[3,4-b]pyrazin-6-yl)-7-methyl-2-(6-(trifluoromethyl)pyridin-2-yl)-2,8-diazaspiro[4.5]decan-1-one